1-methoxy-2-(((3z,6z)-non-3,6-dien-1-yl)oxy)benzene COC1=C(C=CC=C1)OCC\C=C/C\C=C/CC